C[C@H]1N(CCOC1)C1=CC(=C2C(=N1)C(=NS2)C2=CC(=NN2C2OCCCC2)C)N2[C@@H](COCC2)C (3R)-3-methyl-4-{3-[3-methyl-1-(oxan-2-yl)-1H-pyrazol-5-yl]-7-[(3R)-3-methylmorpholin-4-yl]-[1,2]thiazolo[4,5-b]pyridin-5-yl}morpholine